C(C)(C)(C)C1NC(CCC1)C(C)(C)C 2,6-di-tert-butylpiperidine